(2R)-N-((S)-(3-chloro-4-fluorophenyl)(6-(difluoromethoxy)pyridin-2-yl)methyl)-2-methyl-3-oxopiperazine-1-carboxamide ClC=1C=C(C=CC1F)[C@H](NC(=O)N1[C@@H](C(NCC1)=O)C)C1=NC(=CC=C1)OC(F)F